N4-[2-(6-methyl-2-pyridyl)pyrimidin-4-yl]-N2-(2,3,4,5-tetrahydro-1H-3-benzazepin-7-yl)pyrimidine-2,4-diamine CC1=CC=CC(=N1)C1=NC=CC(=N1)NC1=NC(=NC=C1)NC1=CC2=C(CCNCC2)C=C1